4-(3-(4-(4-Hydroxypiperidin-1-yl)phenyl)-4,4-dimethyl-5-oxo-2-thioxoimidazolidin-1-yl)-2-(trifluoromethyl)benzonitrile OC1CCN(CC1)C1=CC=C(C=C1)N1C(N(C(C1(C)C)=O)C1=CC(=C(C#N)C=C1)C(F)(F)F)=S